1-Oxaspiro[4.5]decane-8-carboxylic acid benzyl ester C(C1=CC=CC=C1)OC(=O)C1CCC2(CCCO2)CC1